C1(CC1)CN1C(=CC2=CC=CC=C12)C1=NC2=C(N1C)C=CC(=C2)C(=O)N2C[C@@H](CCC2)N (3R)-1-({2-[1-(cyclopropylmethyl)-1H-indol-2-yl]-1-methyl-1H-benzimidazol-5-yl}carbonyl)-3-piperidinamine